n-Octadecylamin C(CCCCCCCCCCCCCCCCC)N